2-(3-bromo-4-(4-hydroxy-3-isopropylbenzyl)-5-methylphenoxy)acetic acid BrC=1C=C(OCC(=O)O)C=C(C1CC1=CC(=C(C=C1)O)C(C)C)C